1-(7H-purin-6-yl)piperidin N1=CN=C2N=CNC2=C1N1CCCCC1